C(C)OC(=O)N1CCN(CCC1)C1CCC(CC1)(C1=CC(=CC=C1)F)C#N 4-[4-cyano-4-(3-fluorophenyl)cyclohexyl]-1,4-diazepan-1-carboxylic acid ethyl ester